CC1=C(CCC(=O)Cl)C=C(C=C1)C 2,5-dimethylbenzylacetyl chloride